COC(=O)C=1N(C=CC1Br)C 3-Bromo-1-methyl-1H-pyrrole-2-carboxylic acid methyl ester